ClC=1C=CC(=C(C1)N1CC(N(CC1=O)C(C(=O)OC(C)(C)C)CC1=C(C=C(C=C1)F)F)=O)N1N=NC(=C1)Cl Tert-butyl 2-(4-(5-chloro-2-(4-chloro-1H-1,2,3-triazol-1-yl)phenyl)-2,5-dioxopiperazine-1-yl)-3-(2,4-difluorophenyl)propanoate